tert-butyl N-[2-amino-6-chloro-4-[methyl (3-pyridinyl) amino] phenyl]-N-methyl-carbamate NC1=C(C(=CC(=C1)N(C=1C=NC=CC1)C)Cl)N(C(OC(C)(C)C)=O)C